NC=1N=C(C2=C(N1)N(C=C2)[C@@H]2O[C@@H]([C@@H]1[C@H]2OC(O1)(C)C)CO[P@](=O)(OC1=CC=CC=C1)N[C@@H](C)C(=O)OC(C)C)Cl isopropyl ((S)-(((3aR,4R,6R,6aR)-6-(2-amino-4-chloro-7H-pyrrolo[2,3-d]pyrimidin-7-yl)-2,2-dimethyltetrahydrofuro[3,4-d][1,3]dioxol-4-yl)methoxy)(phenoxy)phosphoryl)-L-alaninate